C1(=CC=C(C=C1)N(C=1C=C(C(=CC1)Br)C1=CC=C(C=C1)C1=CC=CC=C1)C1=CC=C(C=C1)C1=CC2=CC=CC=C2C=C1)C1=CC=CC=C1 (biphenyl-4-yl)-{4-(naphthalen-2-yl)phenyl}-(6-bromo-1,1':4',1''-terphenyl-3-yl)amine